C(C1=CC=CC=C1)OC1CC(OC1)C=1C=NC(=NC1)NC(OC(C)(C)C)=O tert-butyl (5-(4-(benzyloxy)tetrahydrofuran-2-yl)pyrimidin-2-yl)carbamate